(3R)-3-(4-chlorophenyl)-2-[(4-chlorophenyl)methyl]-4-fluoro-3-{[1-(hydroxymethyl)cyclopropyl]methoxy}-6-(2-hydroxypropan-2-yl)-2,3-dihydro-1H-isoindol-1-one ClC1=CC=C(C=C1)[C@@]1(N(C(C2=CC(=CC(=C12)F)C(C)(C)O)=O)CC1=CC=C(C=C1)Cl)OCC1(CC1)CO